CC(CC[C@@H](C(=O)OC)NC(=O)C=1C=NC(=CC1)OC1=CC(=CC=C1)OC1CN(C1)C(NCCCOCCOCC#C)=O)(C)C methyl (2S)-5,5-dimethyl-2-[[6-[3-[1-[3-(2-prop-2-ynoxyethoxy)propylcarbamoyl]azetidin-3-yl]oxyphenoxy]pyridine-3-carbonyl]amino]hexanoate